ClC1=CC=C(S1)S(=O)(=O)NC=1C(=NC=C(C1)C=1C=C2C(=NC=NC2=CC1)N1CCN(CC1)C(\C=C\C(C)=O)=O)OC (E)-5-chloro-N-(2-methoxy-5-(4-(4-(4-oxopent-2-enoyl)piperazin-1-yl)quinazolin-6-yl)pyridin-3-yl)thiophene-2-sulfonamide